methyl (S)-2-((S)-2-amino-4-methylpentanamido)-3-((S)-2-oxopyrrolidin-3-yl)propanoate N[C@H](C(=O)N[C@H](C(=O)OC)C[C@H]1C(NCC1)=O)CC(C)C